(S)-1-((3-((2,4-difluorobenzyl)oxy)adamantan-1-yl)glycyl)-4-methylenepyrrolidine-2-carbonitrile FC1=C(COC23CC4(CC(CC(C2)C4)C3)NCC(=O)N3[C@@H](CC(C3)=C)C#N)C=CC(=C1)F